ClCCCN1CCC(CC1)O 1-(3-chloropropyl)piperidin-4-ol